NCCC1=NC2=CC=C(C=C2C(=N1)N[C@@H]1C(N(CC1)[C@@H]1[C@@H](C[C@@H](CC1)NC(C)(C)C)NC(C)=O)=O)C(F)(F)F N-((1R,2S,5R)-2-((S)-3-((2-(2-Aminoethyl)-6-(trifluoromethyl)quinazolin-4-yl)amino)-2-oxopyrrolidin-1-yl)-5-(tert-butylamino)cyclohexyl)acetamide